2-(2-((1-(piperidin-4-yl)-1H-pyrazol-4-yl)amino)pyrimidin-4-ylphenyl)cyclopropanecarboxamide N1CCC(CC1)N1N=CC(=C1)NC1=NC=CC(=N1)C1=C(C=CC=C1)C1C(C1)C(=O)N